[2H]C1=C(C(=C(C(=C1[2H])[2H])C(=O)C(=O)O)[2H])[2H] phenylglyoxylic acid-d5